NC1[C@@H]2CN(C[C@H]12)C(=O)OC(C)(C)C tertbutyl (1R,5S,6s)-6-amino-3-azabicyclo[3.1.0]hexane-3-carboxylate